2-(5-(5-(2-fluoro-pyridin-3-yl)-1,2,4-oxadiazol-3-yl)-1H-benzo[d][1,2,3]triazol-1-yl)-2-methylpropan-1-ol FC1=NC=CC=C1C1=NC(=NO1)C1=CC2=C(N(N=N2)C(CO)(C)C)C=C1